5,7-dihydro-spiro[cyclopenta[c]pyridin-6,4'-piperidin]-5-amine N1CCC2(CC1)C(C1=C(C=NC=C1)C2)N